COC1=CC=CC2=CC=CC=C12 naphthyl methyl ether